tert-butyl (4R)-4-[4-(2,3-dichloro-6-methoxyphenyl)-2-(dihydroxymethyl)piperidine-1-carbonyl]-2,2-dimethyl-1,3-oxazolidine-3-carboxylate ClC1=C(C(=CC=C1Cl)OC)C1CC(N(CC1)C(=O)[C@@H]1N(C(OC1)(C)C)C(=O)OC(C)(C)C)C(O)O